OC1C(CN(CC1)C(C)=O)C1N2C(C3=CC=CC=C13)=CN=C2 1-(4-hydroxy-3-(5H-imidazo[5,1-a]isoindol-5-yl)piperidin-1-yl)ethan-1-one